O1CCOC2=C1C=CC=C2C(=O)O dihydro-benzo[1,4]dioxine-5-carboxylic acid